3-((5-([1,2,4]triazolo[1,5-a]pyridin-6-yl)-4-methoxy-7H-pyrrolo[2,3-d]pyrimidin-2-yl)amino)-1-methylcyclobutan-1-ol N=1C=NN2C1C=CC(=C2)C2=CNC=1N=C(N=C(C12)OC)NC1CC(C1)(O)C